C(C)(C)(C)OC(=O)N1CCC(CC1)C1=CC=CC=2OCC(OC21)C2=C(C=C(C=C2)Cl)F 4-(3-(4-Chloro-2-fluorophenyl)-2,3-dihydrobenzo[b][1,4]dioxin-5-yl)piperidine-1-carboxylic acid tert-butyl ester